C1(=CC(=CC(=C1)C(=O)[O-])C(=O)[O-])C(=O)[O-].[Cu+2].C1(=CC(=CC(=C1)C(=O)[O-])C(=O)[O-])C(=O)[O-].[Cu+2].[Cu+2] copper benzene-1,3,5-tricarboxylate